2-((2-(4-cyanophenyl)-propyl)amino)-N-(5-(1-methyl-1H-pyrazol-4-yl)pyridin-2-yl)-2-phenylacetamide C(#N)C1=CC=C(C=C1)C(CNC(C(=O)NC1=NC=C(C=C1)C=1C=NN(C1)C)C1=CC=CC=C1)C